3-[(8-methyl-7-{[(2S)-tetrahydrofuran-2-ylmethyl]carbamoyl}-4,5-dihydro-2H-furo[2,3-g]indazol-2-yl)methyl]azetidine-1-carboxylic acid benzyl ester C(C1=CC=CC=C1)OC(=O)N1CC(C1)CN1N=C2C3=C(CCC2=C1)OC(=C3C)C(NC[C@H]3OCCC3)=O